Cl.N1CCC(CC1)NC=1C=CC=C(C(=O)O)C1 5-(piperidin-4-ylamino)benzoic acid hydrochloride